2-(2-fluorophenyl)-1-(2-(5-(trifluoromethyl)-1,2,4-oxadiazol-3-yl)-6,7-dihydrothieno[3,2-c]pyridin-5(4H)-yl)ethan-1-one FC1=C(C=CC=C1)CC(=O)N1CC2=C(CC1)SC(=C2)C2=NOC(=N2)C(F)(F)F